di[di(norbornenyl-methylene)chlorophosphine] tungsten hexachloride [W](Cl)(Cl)(Cl)(Cl)(Cl)Cl.C12(C=CC(CC1)C2)C=P(Cl)=CC21C=CC(CC2)C1.C12(C=CC(CC1)C2)C=P(Cl)=CC21C=CC(CC2)C1